O.O.[Na].[Na].C(CN(CC(=O)O)CC(=O)O)N(CC(=O)O)CC(=O)O ethylenediaminetetraacetic acid disodium dihydrate